O=C1COC2=C(N1)C=CC(=C2)C(=O)N 3-oxo-4H-1,4-benzoxazine-7-carboxamide